2,5-Diphenyl-3-{4-[2-(5-pyrimidinyl)ethynyl]phenyl}-4-(4-hydroxyphenyl)-2,4-cyclopentadien-1-one C1(=CC=CC=C1)C=1C(C(=C(C1C1=CC=C(C=C1)C#CC=1C=NC=NC1)C1=CC=C(C=C1)O)C1=CC=CC=C1)=O